BrC=1C(=C(C=C2COCC12)NC(=S)NC(OCC)=O)Cl Ethyl N-[(7-bromo-6-chloro-1,3-dihydroisobenzofuran-5-yl)carbamothioyl]carbamate